C(C)(C)(C)OC(=O)N(CC1CCC1)CC=1N(C2=CC(=CC=C2C1)CNC(=O)C=1C=NC=2N(C1)C(=NN2)C2CC2)C(=O)OC(C)(C)C tert-Butyl 2-(((tert-Butoxycarbonyl)(cyclobutylmethyl)amino)methyl)-6-((3-cyclopropyl-[1,2,4]triazolo[4,3-a]pyrimidine-6-carboxamido)methyl)-1H-indole-1-carboxylate